O=S1(C[C@H](CC1)NC(C1=NC(=CC(=C1)C)N1C=NC=C1)=O)=O (S)-N-(1,1-Dioxidotetrahydrothiophen-3-yl)-6-(1H-imidazol-1-yl)-4-methylpicolinamide